3-[1-(1,2,4-oxadiazol-3-ylmethyl)piperidin-4-yl]-1H-pyrazol-5-amine O1N=C(N=C1)CN1CCC(CC1)C1=NNC(=C1)N